6-Hydroxybenzomorpholin OC=1C=CC=2OCCNC2C1